ClC1=CC=C(OC=2C=C(C=C(C2)F)NC(C2=C(C=CC(=C2)C#N)S(=O)(=O)C)=O)C=C1 N-(3-(4-chlorophenoxy)-5-fluorophenyl)-5-cyano-2-(methylsulfonyl)benzamide